S-(4-methylphenyl)thio-di(4-tert-butylphenyl)phosphorus oxide CC1=CC=C(C=C1)SP(C1=CC=C(C=C1)C(C)(C)C)(C1=CC=C(C=C1)C(C)(C)C)=O